N-(4-tert-butylphenyl)pivaloamide C(C)(C)(C)C1=CC=C(C=C1)NC(C(C)(C)C)=O